ClC1=C(N=NC=C1)N 4-chloropyridazin-3-amine